3,5-DIMETHYLPYRIDINE-2-CARBOXALDEHYDE CC=1C(=NC=C(C1)C)C=O